FC(C1=CC=C2C=CC(=NC2=C1)C=CC=O)(F)F 3-(7-(trifluoromethyl)quinolin-2-yl)-prop-2-en-1-one